The molecule is a triterpenoid saponin of the class of cucurbitane glycosides isolated from Machilus yaoshansis. It has a role as a plant metabolite. It is a beta-D-glucoside, a monosaccharide derivative, a triterpenoid saponin and a methyl ketone. CC(=O)C1=CC[C@@]2([C@@]1(CC(=O)[C@@]3([C@H]2CC=C4[C@H]3C=C(C(=O)C4(C)C)O[C@H]5[C@@H]([C@H]([C@@H]([C@H](O5)CO)O)O)O)C)C)C